[N+](=O)(O)[O-].C(C=C)N1CN(C=C1)C 1-allyl-3-methylimidazole nitrate salt